C(C)(C)[C@@]1(O)[C@H](O)[C@@H](OCC2=CC=CC=C2)[C@@H](OCC2=CC=CC=C2)[C@H](O1)C(O)C(CCC(=O)C)=O isopropyl-3,4-di-O-Benzyl-6-levulinyl-α-D-galactopyranose